2-(2-aminoethoxy)-N,N-dimethylacetamide hydrochloride Cl.NCCOCC(=O)N(C)C